NC=1C=2N(C=C(N1)C=1C(=C(C#N)C=CC1)F)N=C(N2)CC2=C(C=CC=C2F)C=2C=NN(C2)CCC#N (8-amino-2-(2-(1-(2-cyanoethyl)-1H-pyrazol-4-yl)-6-fluorobenzyl)-[1,2,4]triazolo[1,5-a]pyrazin-6-yl)-2-fluorobenzonitrile